FC=1C(=NC=C(C1)C1=NC=CC=N1)C1(CCC2(OCCO2)CC1)O 8-[3-fluoro-5-(pyrimidin-2-yl)pyridin-2-yl]-1,4-dioxaspiro[4.5]decan-8-ol